(3-Chloro-6-methoxy-pyrazin-2-yl)-[4-fluoro-3-(7-morpholin-4-yl-quinazolin-4-yl)phenyl]-methanol ClC=1C(=NC(=CN1)OC)C(O)C1=CC(=C(C=C1)F)C1=NC=NC2=CC(=CC=C12)N1CCOCC1